COC1=C(SC=C1)C(=O)N1CCC(CC1)N1CC(C1)(N1N=CC(=C1)C=1C2=C(N=CN1)NC=C2)CC#N {1-{1-[(3-methoxy-2-thienyl)carbonyl]piperidin-4-yl}-3-[4-(7H-pyrrolo[2,3-d]pyrimidin-4-yl)-1H-pyrazol-1-yl]azetidin-3-yl}acetonitrile